1-(4-aminobutyl)-3-(3-(2-oxooxazolidin-3-yl)phenyl)urea hydrochloride Cl.NCCCCNC(=O)NC1=CC(=CC=C1)N1C(OCC1)=O